(Z)-1-(3,3-difluoro-1-phenylprop-1-en-1-yl)-1H-1,2,4-triazole FC(\C=C(\C1=CC=CC=C1)/N1N=CN=C1)F